tert-Butyl 2-(5-bromo-3-carbamoyl-1H-indol-1-yl)acetate BrC=1C=C2C(=CN(C2=CC1)CC(=O)OC(C)(C)C)C(N)=O